O1C(=NC2=C1N=CC=C2)C2=CC=C(C=C2)N(C2=CC=C(C=C2)C2=CC1=CC=CC=C1C=C2)C2=CC=C(C=C2)C2=CC=CC1=CC=CC=C21 4-(7-azabenzooxazol-2-yl)-phenyl-(4-naphthalen-1-yl-phenyl)-(4-naphthalen-2-yl-phenyl)-amine